C1(CC1)C1=NN=C2N1C1=C(C(=CC(=C1NC2(C)C)F)B2OC(C(O2)(C)C)(C)C)C cyclopropyl-6-fluoro-4,4,9-trimethyl-8-(tetramethyl-1,3,2-dioxaborolan-2-yl)-4H,5H-[1,2,4]triazolo[4,3-a]quinoxaline